3-[1-[[3,5-bis(trifluoromethyl)benzoyl]amino]ethyl]-N-(2-methoxyethyl)pyrazine-2-carboxamide FC(C=1C=C(C(=O)NC(C)C=2C(=NC=CN2)C(=O)NCCOC)C=C(C1)C(F)(F)F)(F)F